CSC1=NN=C(O1)C1=C(NC2=CC=C(C=C2)C(F)(F)F)C=CC=C1 2-(5-(methylthio)-1,3,4-oxadiazol-2-yl)-N-(4-(trifluoromethyl)phenyl)aniline